CN(CC#C)[C@@H](CC1=CC=CC=C1)C (R)-N,α-Dimethyl-N-2-propynylphenethylamine